(1S,3S,5S)-N-((4-carbamimidoylthiophen-2-yl)methyl)-2-((4-methoxybutanoyl)-glycyl)-5-methyl-2-azabicyclo[3.1.0]hexane-3-carboxamide C(N)(=N)C=1C=C(SC1)CNC(=O)[C@H]1N([C@H]2C[C@]2(C1)C)C(CNC(CCCOC)=O)=O